methyl (2,2,3,3,3-pentafluoro-n-propyl) disulfide FC(CSSC)(C(F)(F)F)F